2-chloro-4-(trifluoromethyl)-1,3-thiazole-5-carbonitrile ClC=1SC(=C(N1)C(F)(F)F)C#N